2,7-bis(2,2'-bipyridin-5-yl)triphenylene N1=C(C=CC(=C1)C1=CC=2C3=CC=CC=C3C3=CC(=CC=C3C2C=C1)C=1C=CC(=NC1)C1=NC=CC=C1)C1=NC=CC=C1